(NE)-N-[(5R)-5-{2-fluoro-3-[6-fluoro-2-methyl-7-(trifluoromethyl)-benzimidazol-1-yl]Phenyl}-2,5-dimethyl-1,1-dioxo-1,2,4-thiadiazine-3-ylidene]-carbamic acid tert-butyl ester C(C)(C)(C)OC(/N=C\1/N(S(C[C@@](N1)(C)C1=C(C(=CC=C1)N1C(=NC2=C1C(=C(C=C2)F)C(F)(F)F)C)F)(=O)=O)C)=O